1-(6-(1H-pyrrolo[2,3-b]pyridin-4-yl)pyridin-3-yl)-2-amino-1-(4-chlorophenyl)ethan-1-ol N1C=CC=2C1=NC=CC2C2=CC=C(C=N2)C(CN)(O)C2=CC=C(C=C2)Cl